3-fluoro-4-(MethylsulfonylaMino)benzyl isothiocyanate FC=1C=C(CN=C=S)C=CC1NS(=O)(=O)C